C(OCCC12CC3CC(CC(C1)C3)C2)(OC[C@]2(O[C@H](C[C@@H]2O)N2C=CC3=C2N=C(N=C3N)Cl)C#C)=O 2-(adamantan-1-yl)ethyl (((2R,3S,5R)-5-(4-amino-2-chloro-7H-pyrrolo[2,3-d]pyrimidin-7-yl)-2-ethynyl-3-hydroxytetrahydrofuran-2-yl)methyl) carbonate